FC(C1=NC(=NC(=N1)C(F)F)N1[C@H](C=2NC3=CC=C(C=C3C2CC1)Cl)C[C@@H]1OCOC1)F (1S)-2-[4,6-bis(difluoromethyl)-1,3,5-triazin-2-yl]-6-chloro-1-{[(4S)-1,3-dioxolan-4-yl]methyl}-2,3,4,9-tetrahydro-1H-pyrido[3,4-b]indole